ClC1=C(C(=O)N(C)CCN2CCN(CC2)C(=O)OC(C)(C)C)C=CC(=C1)NC=1C=2N(C=CN1)C(=CN2)C2=C(C(=C(C=C2)OCC#N)F)F tert-butyl 4-(2-(2-chloro-4-((3-(4-(cyanomethoxy)-2,3-difluorophenyl)imidazo[1,2-a]pyrazin-8-yl)amino)-N-methylbenzamido)ethyl)piperazine-1-carboxylate